4-amino-6-chloro-7-(1-methylcyclopropyl)-7H-pyrrolo[2,3-d]pyrimidine-5-carboxylic acid NC=1C2=C(N=CN1)N(C(=C2C(=O)O)Cl)C2(CC2)C